5-(3-fluoro-2-methyl-benzoyl)-2,5-diazabicyclo[2.2.1]Heptane-2-carboxylic acid tert-butyl ester C(C)(C)(C)OC(=O)N1C2CN(C(C1)C2)C(C2=C(C(=CC=C2)F)C)=O